4-(4-((1R,5S)-3,8-diazabicyclo[3.2.1]octan-3-yl)-8-fluoro-2-((1-(pyrrolidin-1-ylmethyl)cyclopropyl)methoxy)pyrido[4,3-d]pyrimidin-7-yl)-5-ethynylnaphthalen-2-ol [C@H]12CN(C[C@H](CC1)N2)C=2C1=C(N=C(N2)OCC2(CC2)CN2CCCC2)C(=C(N=C1)C1=CC(=CC2=CC=CC(=C12)C#C)O)F